CC1=CC=CC=2OC3=CC(=CC=C3C(C12)NC(=O)C=1C(NC(=C(C1)CC=O)C(F)(F)F)=O)C N-(1,6-dimethyl-9H-xanthen-9-yl)-2-oxo-5-(2-oxoethyl)-6-(trifluoromethyl)-1,2-dihydropyridine-3-carboxamide